4-((2S,3S,4S,5S)-3-(3,4-difluoro-2-methoxyphenyl)-4-methyl-5-(trifluoromethyl)tetrahydrofuran-2-carboxamido)picolinamide FC=1C(=C(C=CC1F)[C@H]1[C@H](O[C@@H]([C@H]1C)C(F)(F)F)C(=O)NC1=CC(=NC=C1)C(=O)N)OC